CN1N=C(C=2C(NCCCC21)=O)C 1,3-Dimethyl-5,6,7,8-tetrahydropyrazolo[4,3-c]azepin-4(1H)-one